OC1=CC=C(OCC2C3C=CC(C2)C3)C=C1 5-(4-hydroxyphenoxymethyl)-bicyclo[2.2.1]Hept-2-ene